2-((1H-indol-5-yl)methyl)benzo[d][1,2]selenazol-3(2H)-one N1C=CC2=CC(=CC=C12)CN1[Se]C2=C(C1=O)C=CC=C2